CN(C([S-])=S)C.CN(C([S-])=S)C.[Zn+2] zinc bis(dimethyldithiocarbamate)